[Cu+2].[Na+].[Na+].[Na+].[Na+] tetrasodium copper(II)